3-(2-chloro-3-fluorophenyl)-4-(4-methoxybenzyl)-5-oxo-morpholine ClC1=C(C=CC=C1F)C1N(C(COC1)=O)CC1=CC=C(C=C1)OC